BrC1=NC(=CC(=C1NC1CN(C1)C(=O)OC(C)(C)C)C)Cl tert-butyl 3-((2-bromo-6-chloro-4-methylpyridin-3-yl)amino)azetidine-1-carboxylate